ClC1=C(C=2N=C(N=C3C2C(=N1)OC[C@@H](N3[C@H](C)C=3C(=NC=C(C3)F)N(CC3=CC=C(C=C3)OC)CC3=CC=C(C=C3)OC)C)SC)F 3-((R)-1-((S)-5-chloro-4-fluoro-9-methyl-2-(methylthio)-8,9-dihydro-10H-7-oxa-1,3,6,10-tetraazacyclohepta[de]naphthalen-10-yl)ethyl)-5-fluoro-N,N-bis(4-methoxybenzyl)pyridin-2-amine